(E)-N-(7-(2-(4,4-difluoro-cyclohexyl)vinyl)-2,3-dihydrobenzofuran-5-yl)-N-(2-hydroxyethyl)acryl-amide FC1(CCC(CC1)/C=C/C1=CC(=CC=2CCOC21)N(C(C=C)=O)CCO)F